C(CCC)NC1=C2N(C=NC2=NC(=N1)Cl)C(C)=O 1-(6-(butylamino)-2-chloro-7H-purin-7-yl)ethan-1-one